C(C)N(CCCS(=O)(=O)N1C[C@H]([C@H](CC1)NC1=NN2C=NC(=C(C2=N1)OC(C)C)C=1C=NNC1)C)C N-((3R,4S)-1-((3-(Ethyl(methyl)amino)propyl)sulfonyl)-3-methylpiperidin-4-yl)-8-isopropoxy-7-(1H-pyrazol-4-yl)-[1,2,4]triazolo[1,5-c]pyrimidin-2-amine